FC(CN1C(=NC=2C1=NC(=CC2)C=2C=CN1N=C(N=CC12)N[C@@H](C(F)(F)F)C)C)F (R)-5-(3-(2,2-difluoroethyl)-2-methyl-3H-imidazo[4,5-b]pyridin-5-yl)-N-(1,1,1-trifluoropropan-2-yl)pyrrolo[2,1-f][1,2,4]triazin-2-amine